FC(C=1C=C(C=C(C1)C(F)(F)F)COC1=C(C=C(C=C1)C1C=2C(NC(C1)=O)=NNC2)OC)(F)F 4-(4-{[3,5-Bis(trifluoromethyl)phenyl]methoxy}-3-methoxyphenyl)-2H,4H,5H,6H,7H-pyrazolo[3,4-b]pyridin-6-one